methyl 6-((5-((3-fluoro-2-methoxyphenyl)amino)-6-((methyl-d3)carbamoyl)pyridazin-3-yl)amino)nicotinate FC=1C(=C(C=CC1)NC=1C=C(N=NC1C(NC([2H])([2H])[2H])=O)NC1=NC=C(C(=O)OC)C=C1)OC